FC(C=1N=C(SC1)N1C[C@@H](CC1)CN1C[C@@H](C([C@@H](C1)O)O)O)(F)F (3S,4S,5R)-1-(((S)-1-(4-(trifluoromethyl)thiazol-2-yl)pyrrolidin-3-yl)methyl)piperidine-3,4,5-triol